2-fluoro-N-[(3R)-3-piperidyl]-N-[2-(3-sulfamoylphenyl)thieno[3,2-c]pyridin-4-yl]-4-(triazolo[4,5-b]pyridin-3-yl)benzamide FC1=C(C(=O)N(C2=NC=CC3=C2C=C(S3)C3=CC(=CC=C3)S(N)(=O)=O)[C@H]3CNCCC3)C=CC(=C1)N1N=NC=3C1=NC=CC3